COC(C1=CC=C(C=C1)CCC)=O 4-propylbenzoic acid methyl ester